CC(CN1C=NC2=C1C=C(C=C2)OC2=CC=C(C=C2)OC(F)(F)F)(C)O 2-methyl-1-{6-[4-(trifluoromethoxy)phenoxy]-1H-benzimidazol-1-yl}propan-2-ol